(E)-2-((2S,3S,12bS)-3-ethyl-8-methoxy-1,2,3,4,6,7,12,12b-octahydroindolo[2,3-a]quinolizin-2-yl)-3-methoxy-1-(piperazin-1-yl)prop-2-en-1-one C(C)[C@@H]1CN2CCC3=C([C@@H]2C[C@@H]1/C(/C(=O)N1CCNCC1)=C\OC)NC1=CC=CC(=C13)OC